4-((1H-pyrazol-1-yl)methyl)-2-methoxybenzoic acid N1(N=CC=C1)CC1=CC(=C(C(=O)O)C=C1)OC